6-(trifluoromethyl)pyridine-3-sulfonamide hydrochloride Cl.FC(C1=CC=C(C=N1)S(=O)(=O)N)(F)F